8-(5-((2,3-dichloropyridin-4-yl)thio)pyrazin-2-yl)-3-oxa-1,8-diazaspiro[4.5]dec-1-en-2-amine ClC1=NC=CC(=C1Cl)SC=1N=CC(=NC1)N1CCC2(COC(=N2)N)CC1